(2R,3R,4R,5S)-3,4,5-tris(benzyloxy)-1-(((1S,4S)-4-cyclopropylcyclohexyl)methyl)-2-methylpiperidine C(C1=CC=CC=C1)O[C@@H]1[C@H](N(C[C@@H]([C@H]1OCC1=CC=CC=C1)OCC1=CC=CC=C1)CC1CCC(CC1)C1CC1)C